2-Methyl-3-(2-phenyl-3-(3-phenylpropanoyl)-1H-indol-1-yl)propanamide CC(C(=O)N)CN1C(=C(C2=CC=CC=C12)C(CCC1=CC=CC=C1)=O)C1=CC=CC=C1